5,10,15,20-tetraphenylbenzo[ghi]benzo[5,6]indeno[1,2,3-cd]benzo[5,6]indeno[1,2,3-lm]perylene C1(=CC=CC=C1)C1=C2C(=C(C3=C1C=CC=C3)C3=CC=CC=C3)C=3C=CC=1C4=CC=C5C6=C(C=C7C(C8=C(C=C2C3C81)C=C7)=C64)C=6C(=C4C(=C(C65)C6=CC=CC=C6)C=CC=C4)C4=CC=CC=C4